4-(3-(5-Fluoro-2-methoxyphenyl)pyrazolo[1,5-a]pyrimidin-5-yl)-1-isopentylpyridin-2(1H)-one FC=1C=CC(=C(C1)C=1C=NN2C1N=C(C=C2)C2=CC(N(C=C2)CCC(C)C)=O)OC